(1S,3S,5R)-5-((2-acetamidoethoxy)methyl)-2-azabicyclo[3.1.0]Hexane-3-carboxylic acid methyl ester COC(=O)[C@H]1N[C@H]2C[C@]2(C1)COCCNC(C)=O